1-((1s,3s)-3-((5-(1-(2,2-difluoroethyl)-2-methyl-1H-imidazo[4,5-b]pyrazin-6-yl)-7H-pyrrolo[2,3-d]pyrimidin-2-yl)amino)-1-methylcyclobutyl)pyrrolidin-2-one FC(CN1C(=NC=2C1=NC(=CN2)C2=CNC=1N=C(N=CC12)NC1CC(C1)(C)N1C(CCC1)=O)C)F